CNC(=O)NC1=CC=C(C=C1)S(=O)(=O)N 4-[(methylaminocarbonyl)amino]benzenesulfonamide